[Cr].P phosphine chromium